3,6-Dichloro-4-((1S,2R)-2-(2,2-difluoroethyl)cyclopropyl)pyridazine ClC=1N=NC(=CC1[C@@H]1[C@H](C1)CC(F)F)Cl